FC(C1=CC=C(C=C1)N=C1SC=C(N1)C1=CC=C(C=C1)Br)(F)F 2-(4-trifluoromethylphenyl-imino)-4-(4-bromophenyl)thiazole